O(C1=CC=CC=C1)CC(=O)N(CC=1SC=CC1)C1=CC=CC=C1 2-phenoxy-N-phenyl-N-(thiophen-2-ylmethyl)acetamide